N1C=C(C2=CC=CC=C12)C1N(C=CC2=CC(=CC=C12)C1=CC=CC=C1)C(=O)N (1H-indol-3-yl)-6-phenylisoquinoline-2(1H)-carboxamide